tertbutyl 3-((5-(but-3-en-1-yl)-1,2,4-oxadiazol-3-yl)methyl)piperidine-1-carboxylate C(CC=C)C1=NC(=NO1)CC1CN(CCC1)C(=O)OC(C)(C)C